6-(3-amino-2-fluorophenyl)-5-{3-fluoro-4-[(4-methylpyrimidin-2-yl)oxy]phenyl}-7,8-dihydro-6H-imidazo[2',3':5,1]pyrrolo[2,3-d]pyrimidine-amine NC=1C(=C(C=CC1)N1CCN2C1=C(C1=C2N=C(N=C1)N)C1=CC(=C(C=C1)OC1=NC=CC(=N1)C)F)F